1-bromo-2-fluoro-4-methoxy-3-(trifluoromethyl)benzene BrC1=C(C(=C(C=C1)OC)C(F)(F)F)F